ClC=1C=C(OCCCCC2CCN(CC2)C([C@@](C(F)(F)F)(C2=CC=CC=C2)O)=O)C=CC1C(=O)N1CC(CC1)(C)C |o1:16| (R or S)-1-(4-(4-(3-chloro-4-(3,3-dimethyl-pyrrolidine-1-carbonyl)phenoxy)butyl)piperidin-1-yl)-3,3,3-trifluoro-2-hydroxy-2-phenylpropan-1-one